Caffeoyl-feruloyl-putrescine C(\C=C\C1=CC(O)=C(O)C=C1)(=O)N(CCCCN)C(\C=C\C1=CC(OC)=C(O)C=C1)=O